1-Tert-butyl 3-(1-(cyclopropylmethyl)-7-(4-ethyl-6-methylpyridin-3-yl)-5-(4-(5-fluoro-3-methoxypyridin-2-yl)piperazine-1-carbonyl)-1H-indol-2-yl)-5,6-dihydropyridine-1(2H)-carboxylate C1(CC1)CN1C(=CC2=CC(=CC(=C12)C=1C=NC(=CC1CC)C)C(=O)N1CCN(CC1)C1=NC=C(C=C1OC)F)C=1CN(CCC1)C(=O)OC(C)(C)C